N1=C(C=CC2=CC=CC=C12)CC1(NC2=CC=CC=C2C1=O)C=1SC=CC1 2-(2-quinolylmethyl)-2-(2-thienyl)indolin-3-one